(2S)-N-{1-cyano-2-[2-(3-methyl-2-oxo-1,3-benzoxazol-5-yl)-1-benzothiophen-5-yl]ethyl}-1,4-oxazepane-2-carboxamide C(#N)C(CC=1C=CC2=C(C=C(S2)C=2C=CC3=C(N(C(O3)=O)C)C2)C1)NC(=O)[C@H]1OCCCNC1